N1=C(SC2=C1C1=C(C=C2)OCC1)N1C(N[C@@H]2[C@H]1[C@H](OC2)CO)=O (3aR,6S,6aS)-1-(7,8-dihydrofuro[3,2-e][1,3]benzothiazol-2-yl)-6-(hydroxymethyl)tetrahydro-1H-furo[3,4-d]imidazol-2(3H)-one